ClC=1C(=NN(C1)C1OCCCC1)C=1C=C(OC=2C(=C3C=CNC3=CC2F)C=C)C=CC1F 5-(3-(4-Chloro-1-(tetrahydro-2H-pyran-2-yl)-1H-pyrazol-3-yl)-4-fluorophenoxy)-6-fluoro-4-vinyl-1H-indole